FC1=C(C2=C(CCB(O2)O)C=C1)C(=O)O 7-fluoro-2-hydroxy-3,4-dihydro-2H-benzo[e][1,2]oxaborinine-8-carboxylic acid